(2-(((2R,3S,4R,5R)-5-(6-chloro-4-((cyclopropylmethyl)amino)-1H-pyrazolo[3,4-d]pyrimidin-1-yl)-3,4-dihydroxytetrahydrofuran-2-yl)methoxy)-1,3-dihydroxypropan-2-yl)phosphonic acid ClC1=NC(=C2C(=N1)N(N=C2)[C@H]2[C@@H]([C@@H]([C@H](O2)COC(CO)(CO)P(O)(O)=O)O)O)NCC2CC2